3-(1-methyl-7-((1-(methylglycyl)piperidin-4-yl)oxy)-1H-indazol-3-yl)piperidine-2,6-dione CN1N=C(C2=CC=CC(=C12)OC1CCN(CC1)C(CNC)=O)C1C(NC(CC1)=O)=O